3-acetyl-8-bromo-5-chloro-2-((2-methoxyphenyl)sulfinyl)quinolin-4(1H)-one C(C)(=O)C1=C(NC2=C(C=CC(=C2C1=O)Cl)Br)S(=O)C1=C(C=CC=C1)OC